CN(C1CN(C1)C1=CC=C(C=N1)NC(OC1=CC=CC=C1)=O)C phenyl (6-(3-(dimethylamino)azetidin-1-yl)pyridin-3-yl)carbamate